C1(CC1)C(=O)NC1=CC(=C(N=N1)C(=O)NC([2H])([2H])[2H])NC1=C(C(=CC=C1)C1=NN(C=N1)C)OC 6-(cyclopropaneamido)-4-((2-methoxy-3-(1-methyl-1H-1,2,4-triazol-3-yl)phenyl)amino)-N-(methyl-d3)pyridazine-3-carboxamide